(E)-1-(2,4-dihydroxy-6-methoxy-3-(3-methylbut-2-en-1-yl)phenyl)-3-(5-methylthiophene-2-yl)prop-2-en-1-one OC1=C(C(=CC(=C1CC=C(C)C)O)OC)C(\C=C\C=1SC(=CC1)C)=O